C1(CC1)C1=CC2=C(N(C(N=C2N2[C@H](CN(CC2)C(=O)OC(C)(C)C)C)=O)C=2C(=NC=CC2C)C(C)C)N=C1C1=CC=CC=C1 (S)-tert-butyl 4-(6-cyclopropyl-1-(2-isopropyl-4-methylpyridin-3-yl)-2-oxo-7-phenyl-1,2-dihydropyrido[2,3-d]pyrimidin-4-yl)-3-methylpiperazine-1-carboxylate